1-(2-methoxy-5,8-dioxo-5,8-dihydronaphthalen-1-yl)-1H-pyrrole-2,5-dione COC1=C(C=2C(C=CC(C2C=C1)=O)=O)N1C(C=CC1=O)=O